F[C@@H]1C[C@H](N(C1)C(CC=1OC(N(N1)C)=O)=O)C(=O)N[C@@H](C1=CC=CC=C1)C1=NC(=C(C=C1)C(C)C)F (2S,4R)-4-fluoro-N-[(S)-[6-fluoro-5-(propan-2-yl)pyridin-2-yl](phenyl)methyl]-1-[2-(4-methyl-5-oxo-4,5-dihydro-1,3,4-oxadiazol-2-yl)acetyl]pyrrolidine-2-carboxamide